C1(CCCC1)NC1(CC1)CN1C2=C(C(C3=CC(=CC=C13)F)=O)C1=CC3=C(C(N1C2)=O)COC([C@]3(O)CC)=O (S)-11-((1-(cyclopentylamino)cyclopropyl)methyl)-4-ethyl-8-fluoro-4-hydroxy-1H-pyrano[3',4':6,7]indolizino[2,1-b]quinoline-3,6,14(4H,11H,12H)-trione